NC1=C(C=C(C=N1)NC(C(=O)N1[C@H](CC[C@@H](C1)C)C=1C=C2C=CC(NC2=CC1)=O)=O)C |o1:12,15| rel-N-(6-amino-5-methyl-3-pyridyl)-2-[(2R,5S)-5-methyl-2-(2-oxo-1H-quinolin-6-yl)-1-piperidyl]-2-oxo-acetamide